(S)-4-(6-((1-(4-(Difluoromethyl)phenyl)-4-methyl-1H-1,2,3-triazol-5-yl)methoxy)pyridazin-3-yl)-N-methylmorpholine-2-carboxamide FC(C1=CC=C(C=C1)N1N=NC(=C1COC1=CC=C(N=N1)N1C[C@H](OCC1)C(=O)NC)C)F